(1r,4r)-2'-(1-benzofuran-3-yl)-4-(3-chloroanilino)-2',3'-dihydrospiro[cyclohexane-1,1'-indene]-4-carboxylic acid O1C=C(C2=C1C=CC=C2)C2C1(C3=CC=CC=C3C2)CCC(CC1)(C(=O)O)NC1=CC(=CC=C1)Cl